4,5-dimercaptophthalic acid SC=1C=C(C(C(=O)O)=CC1S)C(=O)O